COCCS(=O)(=O)N1CCC2(CC1)CC1(C2)C(N(C=2C1=C1C(=NC2)NC(=C1C1=CC=CC=C1)C=1C=NN(C1)C)C)=O 1''-((2-methoxyethyl)sulfonyl)-6-methyl-2-(1-methyl-1H-pyrazol-4-yl)-1-phenyl-3,6-dihydro-7H-dispiro[dipyrrolo[2,3-b:3',2'-d]pyridine-8,1'-cyclobutane-3',4''-piperidin]-7-one